4-methyl-3-(1,3,3,5,7-pentamethyl-octahydrobenzo[c]isoxazol-5-yl)benzonitrile CC1=C(C=C(C#N)C=C1)C1(CC2C(N(OC2(C)C)C)C(C1)C)C